2-[(7S)-3,7-Dimethyl-4,5,6,7-tetrahydroindazol-2-yl]-1-[(2S)-2-(3-methoxy-2-methyl-phenyl)-2,5-dihydropyrrol-1-yl]ethanone CC=1N(N=C2[C@H](CCCC12)C)CC(=O)N1[C@@H](C=CC1)C1=C(C(=CC=C1)OC)C